FC=1C=C(C=CC1N1[C@@H](CCC1)C(F)(F)F)C=1N=C(OC1C)N (S)-4-(3-fluoro-4-(2-trifluoromethylpyrrolidin-1-yl)phenyl)-5-methyloxazol-2-amine